COC1=C(CC2NCCCCC2)C=CC=C1 2-(2-methoxy-benzyl)-azepane